COC1=NC2=C(N1C(=O)NCCC1=CC=CC=C1)C=CC(=C2)C=2C=NC=NC2 2-methoxy-N-phenethyl-5-(pyrimidin-5-yl)-1H-benzo[d]imidazole-1-carboxamide